3-chloro-2-[(3-fluoropyridin-2-yl)methoxy]-4-[5-(trifluoromethyl)-1,2,4-oxadiazol-3-yl]pyridine ClC=1C(=NC=CC1C1=NOC(=N1)C(F)(F)F)OCC1=NC=CC=C1F